3-aminofuran-2-carboxylic acid methyl ester COC(=O)C=1OC=CC1N